3-(5-((6-bromo-1H-benzo[d]imidazol-2-yl)amino)-2-methylphenyl)-1-methyl-7-((6-methylpyridin-3-yl)amino)-3,4-dihydropyrimido[4,5-d]pyrimidin-2(1H)-one BrC=1C=CC2=C(NC(=N2)NC=2C=CC(=C(C2)N2C(N(C3=NC(=NC=C3C2)NC=2C=NC(=CC2)C)C)=O)C)C1